C1(=CC=CC=C1)C=1C(=C(C=2C=CC3=CC=C(C=4C=CC1C2C43)NC4=CC=C(C=C4)C4(C3=CC=CC=C3C=3C=CC=CC43)C4=CC=CC=C4)NC4=CC=C(C=C4)C4(C3=CC=CC=C3C=3C=CC=CC43)C4=CC=CC=C4)C4=CC=CC=C4 diphenyl-N,N'-bis[4-(9-phenyl-9H-fluoren-9-yl)phenyl]Pyrene-1,6-diamine